C1(=CC=CC=C1)P(C1=NC=CC=C1C1=C2C=3C(=CC=C2SC=2C=CC=CC12)N=C1C=CC=CC13)C1=C3C=2C(=CC=C3SC=3C=CC=CC13)N=C1C=CC=CC12 (phenyl)(indolothioxanthenyl)[(indolothioxanthenyl)pyridyl]phosphine